6-amino-2-fluoro-3-(4-((5-(4-hydroxy-piperidin-1-yl)pyridin-2-yl)amino)-5-oxo-5,6-dihydro-1,6-naphthyridin-2-yl)-N,N-dimethyl-benzamide NC1=CC=C(C(=C1C(=O)N(C)C)F)C1=NC=2C=CNC(C2C(=C1)NC1=NC=C(C=C1)N1CCC(CC1)O)=O